CC1(OCCC(O1)CC(=O)O)C 2,2-dimethyl-1,3-dioxane-4-acetic acid